Bromo(triphenyl)plumbane Br[Pb](C1=CC=CC=C1)(C1=CC=CC=C1)C1=CC=CC=C1